2-chloro-6-((4-methoxybenzyl)amino)nicotinonitrile ClC1=C(C#N)C=CC(=N1)NCC1=CC=C(C=C1)OC